3-(2,3-dichlorophenyl)-6-{4-[(2-hydroxy-3-methoxypropyl)-amino]piperidin-1-yl}-2-methyl-3,4-dihydropyrimidin-4-one ClC1=C(C=CC=C1Cl)N1C(=NC(=CC1=O)N1CCC(CC1)NCC(COC)O)C